P(=O)(O)(O)O[C@H]1[C@@H](O[C@@H]([C@H]1O)CO)N1C(=O)N=C(N)C=C1 Cytidine-2'-monophosphate